N-methyl-N-(7-phenyl-4,5,6,7-tetrahydrobenzothien-7-yl)carboxamide CN(C=O)C1(CCCC=2C=CSC21)C2=CC=CC=C2